BrC1=CC=C(C=C1)N (+)-p-bromophenylamine